N3-(3-fluoro-4-(4-diethylaminopiperidin-1-yl)phenyl)-1H-1,2,4-triazole-3,5-diamine FC=1C=C(C=CC1N1CCC(CC1)N(CC)CC)NC1=NNC(=N1)N